2-(7-((4-(1-Ethyl-3-(pyridin-3-yl)-1H-pyrazol-4-yl)pyrimidin-2-yl)amino)-3,4-dihydroisoquinolin-2(1H)-yl)ethan-1-ol C(C)N1N=C(C(=C1)C1=NC(=NC=C1)NC1=CC=C2CCN(CC2=C1)CCO)C=1C=NC=CC1